FC=1C=C(C=NC1)[C@H](CNC(CC1CCC(CC1)NC(C)=O)(C)C)O N-((1R,4r)-4-(2-(((R)-2-(5-Fluoropyridin-3-yl)-2-hydroxyethyl)amino)-2-methylpropyl)cyclohexyl)acetamide